FC(COC1=C(C(=CC=C1)OCC(F)(F)F)C1=CC=NN1C1CCCC1)(F)F 5-[2,6-bis(2,2,2-trifluoroethoxy)phenyl]-1-cyclopentyl-1H-pyrazol